C(#N)C1=CC(=C(C=C1)C1C(=C(NC2=C(C=NC(=C12)OC1CCC1)C)C)C(=O)O)OC 4-(4-cyano-2-methoxyphenyl)-5-cyclobutyloxy-2,8-dimethyl-1,4-dihydro-1,6-naphthyridine-3-carboxylic acid